C(C1=CC=CC=C1)OC(=O)N1CCC(CC1)(C#CC=1CCNCC1)O 4-hydroxy-4-[2-(1,2,3,6-tetrahydropyridin-4-yl)ethynyl]piperidine-1-carboxylic acid benzyl ester